C(C1=CC=CC=C1)OC(=O)N1CCN(CC1)C=1C2=C(N=C(N1)O[C@H](CN(C)C)C)CN(CC2)C(=O)OC(C)(C)C tert-butyl (s)-4-(4-((benzyloxy)carbonyl)piperazin-1-yl)-2-((1-(dimethylamino)propan-2-yl)oxy)-5,8-dihydropyrido[3,4-d]pyrimidine-7(6H)-carboxylate